ClC1=CC=C(C=C1)[C@@]1(N(C(C2=CC(=CC(=C12)F)C(C)(C1CCN(CC1)C1=NC=CC=N1)O)=O)CC1=NC=C(C=C1)Cl)OC (3R)-3-(4-Chlorophenyl)-2-[(5-chloropyridin-2-yl)methyl]-4-fluoro-6-{1-hydroxy-1-[1-(pyrimidin-2-yl)piperidin-4-yl]ethyl}-3-methoxy-2,3-dihydro-1H-isoindol-1-on